3-(((6-Chloro-2-(trifluoromethyl)quinolin-4-yl)amino)methyl)-3-phenyl-1-(trifluoromethyl)cyclobutan-1-ol ClC=1C=C2C(=CC(=NC2=CC1)C(F)(F)F)NCC1(CC(C1)(O)C(F)(F)F)C1=CC=CC=C1